ClC=1N(C(C=2NC(=NC2N1)C=1C=NN(C1)CC1=CC(=C(C=C1)C(F)(F)F)F)=O)CCC 2-chloro-8-[1-(3-fluoro-4-trifluoromethyl-benzyl)-1H-pyrazol-4-yl]-1-propyl-1,7-dihydro-purin-6-one